ClC=1C(=C(C=CC1)CNC([C@H](CC(C)C)NC(CN1N=C(C2=CC=CC=C12)C(=O)N)=O)=O)F (S)-1-(2-((1-((3-chloro-2-fluorophenylmethyl)amino)-4-methyl-1-oxopent-2-yl)amino)-2-oxoethyl)-1H-indazole-3-carboxamide